6-[5-(6-methyl-2-pyridyl)-1H-imidazol-4-yl]-3-(1,2,3,6-tetrahydropyridin-5-yl)quinoline CC1=CC=CC(=N1)C1=C(N=CN1)C=1C=C2C=C(C=NC2=CC1)C1=CCCNC1